2-ethyl-azophenol C(C)C1(C(C=CC=C1)O)N=NC1=C(C=CC=C1)O